3-(((7-(1H-Pyrazol-4-yl)-2,3-dihydrofuro[3,2-c]pyridin-4-yl)amino)methyl)-N-((1-methyl-1H-pyrazol-3-yl)methyl)benzamid N1N=CC(=C1)C=1C2=C(C(=NC1)NCC=1C=C(C(=O)NCC3=NN(C=C3)C)C=CC1)CCO2